(1R,3S)-N-(7-chloro-6-(4-((3R,4R)-4-hydroxy-3-methyltetrahydrofuran-3-yl)piperazin-1-yl)isoquinolin-3-yl)-5-oxaspiro[2.5]octane-1-carboxamide ClC1=C(C=C2C=C(N=CC2=C1)NC(=O)[C@@H]1C[C@]12COCCC2)N2CCN(CC2)[C@@]2(COC[C@@H]2O)C